C(C)(C)(C)OC([C@@H](NC(=O)OCC1C2=CC=CC=C2C=2C=CC=CC12)CSC[C@@H](C(=O)OC(C)(C)C)NC(=O)OC(C)(C)C)=O.[Cu](Br)Br.[Ag] Silver-copper bromide tert-butyl-N-(((9H-fluoren-9-yl)methoxy)carbonyl)-S-(R-3-(tert-butoxy)-2-((tert-butoxycarbonyl)amino)-3-oxopropyl)-L-cysteinate